OC1CCN(CC1)C1=NC(=NC=C1C(F)(F)F)NC1=CC=C(C(=O)N)C=C1 4-((4-(4-hydroxypiperidin-1-yl)-5-trifluoromethylpyrimidin-2-yl)amino)benzamide